1-(benzo[d][1,3]dioxazol-5-yl)-5,6,7-trimethoxy-2,3-dihydroquinolin-4(1H)-one O1NOC2=C1C=CC(=C2)N2CCC(C1=C(C(=C(C=C21)OC)OC)OC)=O